(S)-3-(((2-Bromo-6-(3-methoxytetrahydrofuran-3-yl)pyridin-4-yl)oxy)methyl)thietane 1,1-dioxide BrC1=NC(=CC(=C1)OCC1CS(C1)(=O)=O)[C@@]1(COCC1)OC